C(C1=CC=CC=C1)N1C2CC(CC1CC2)C=2C=C1CN(C(C1=CC2)=O)C2C(NC(CC2)=O)=O 3-(5-(8-benzyl-8-azabicyclo[3.2.1]oct-3-yl)-1-oxoisoindolin-2-yl)piperidine-2,6-dione